C(=O)(O)C1=C(C(=C(C(=C1)N)N)Cl)C(=O)O dicarboxyl-chlorobenzenediamine